CC1=NC2=NC=CN=C2C(=N1)O 2-methyl-4-hydroxypteridine